C(CC#C)NC1=CC=NC2=CC=CC(=C12)F N-(but-3-yn-1-yl)-5-fluoroquinolin-4-amine